BrC1=CC=C2C(=NC(=NC2=C1F)Cl)N1CCN(C2(CC2)C1)C(=O)OC(C)(C)C tert-butyl 7-(7-bromo-2-chloro-8-fluoroquinazolin-4-yl)-4,7-diazaspiro[2.5]octane-4-carboxylate